Strontium silicat [Si]([O-])([O-])([O-])[O-].[Sr+2].[Sr+2]